(E)-3-(2-(dimethylamino)ethylidene)-4-methylpyrrolidin-2-one 2,2,2-trifluoroacetate FC(C(=O)O)(F)F.CN(C\C=C/1\C(NCC1C)=O)C